C1(CCCC1)NC(OC1=CC(=CC=C1)C=1C=NC=C(C1)C(F)(F)F)=O 3-(5-(trifluoromethyl)pyridin-3-yl)phenyl cyclopentylcarbamate